FC(C(=O)O[B-](OC(C(F)(F)F)=O)(OC(C(F)(F)F)=O)OC(C(F)(F)F)=O)(F)F.[K+] potassium tetrakis(2,2,2-trifluoroacetoxy)borate